FC(C1CC2(CN(C2)C(C)C=2C=CC(=NC2)NC2=NC=NC(=C2)NC2=NC=CC=C2S(=O)(=O)C)C1)F N4-(5-(1-(6-(difluoromethyl)-2-azaspiro[3.3]heptan-2-yl)ethyl)pyridin-2-yl)-N6-(3-(methylsulfonyl)pyridin-2-yl)pyrimidine-4,6-diamine